O=C1N(CC2=CC(=CC=C12)CN1CC=2N(CC1)C(=NN2)C(F)(F)F)C2C(NC(CC2)=O)=O 3-(1-oxo-5-((3-(trifluoromethyl)-5,6-dihydro-[1,2,4]triazolo[4,3-a]pyrazin-7(8H)-yl)methyl)isoindolin-2-yl)piperidine-2,6-dione